copper-tin-silver [Ag].[Sn].[Cu]